4-(4,4-difluoro-2,8-diazaspiro[4.5]decan-8-yl)-2-(pyridin-4-yl)pyrido[3,4-d]pyrimidine FC1(CNCC12CCN(CC2)C=2C1=C(N=C(N2)C2=CC=NC=C2)C=NC=C1)F